CC1(CC1)NS(=O)(=O)C=1C=CC2=CN(N=C2C1)C=1N=CSC1NC(C=C)=O N-(4-(6-(N-(1-methylcyclopropyl)sulfamoyl)-2H-indazol-2-yl)thiazol-5-yl)acrylamide